1,1,1-trideuterio-N-(trideuteriomethyl)methanamine [2H]C(NC([2H])([2H])[2H])([2H])[2H]